2-(4-Methyl-3-oxopiperazin-1-yl)-N-((7-(trifluoromethyl)-10H-phenoxazin-3-yl)methyl)acetamide CN1C(CN(CC1)CC(=O)NCC=1C=CC=2NC3=CC=C(C=C3OC2C1)C(F)(F)F)=O